CC1=CCCC(=C)/C=C/[C@H](CC1)C(C)CC(=O)CC(C)C The molecule is a diterpenoid that is cyclodeca-1,6-diene substituted by a methyl group at position 8, a methylidene group at position 4 and a 6-methyl-4-oxoheptan-2-yl group at position 1. It has been isolated from from the Hainan soft coral Lobophytum cristatum. It has a role as a coral metabolite. It is a diterpenoid and a ketone.